(2S)-5,7-dihydroxy-2-phenyl-2,3-dihydrochromen-4-one OC1=C2C(C[C@H](OC2=CC(=C1)O)C1=CC=CC=C1)=O